2-((1R,2S)-1-(2-chloro-5-fluorophenyl)-1-(1,3,5-trimethyl-1H-pyrazol-4-yl)propan-2-yl)-5-hydroxy-N-(isoxazol-4-yl)-1-methyl-6-oxo-1,6-dihydropyrimidine-4-carboxamide ClC1=C(C=C(C=C1)F)[C@H]([C@H](C)C=1N(C(C(=C(N1)C(=O)NC=1C=NOC1)O)=O)C)C=1C(=NN(C1C)C)C